2-{[4-({6-[(4-chloro-2-cyanophenoxy)methyl]pyridin-2-yl}oxy)piperidin-1-yl]methyl}-1-[(1,3-oxazol-2-yl)methyl]-1H-1,3-benzodiazole-6-carboxylic acid ClC1=CC(=C(OCC2=CC=CC(=N2)OC2CCN(CC2)CC2=NC3=C(N2CC=2OC=CN2)C=C(C=C3)C(=O)O)C=C1)C#N